3-Methyl-5-(7-(phenylsulfonyl)-4,7-diazaspiro[2.5]octan-4-yl)-1H-pyrazolo[3,4-c]pyridine CC1=NNC2=CN=C(C=C21)N2C1(CC1)CN(CC2)S(=O)(=O)C2=CC=CC=C2